C(C)(C)(C)C1=CC=CC=2C3=CC=CC=C3NC12 tert-butylcarbazole